C(C)(C)C1=NC(C2=C(N1)C=CC=N2)=O 2-isopropylpyrido[3,2-d]pyrimidin-4(1H)-one